6-amino-1-benzyl-3-cyclopropyl-pyrimidine-2,4-dione NC1=CC(N(C(N1CC1=CC=CC=C1)=O)C1CC1)=O